FC1=C(C(=CC2=C1N=CS2)F)NC2=C1C(=NC=C2)SC(=C1)[C@@H]1[C@H](N(CC1)CCO)C 2-((2R,3S)-3-(4-((4,6-difluorobenzo[d]thiazol-5-yl)amino)thieno[2,3-b]pyridin-2-yl)-2-methylpyrrolidin-1-yl)ethan-1-ol